3-Chloro-2-cyclopropylpyridine-4-thiol sodium salt [Na].ClC=1C(=NC=CC1S)C1CC1